O1C(C1)CO oxiran-2-ylmethanol